2-(4-chlorophenyl)cyclohex-1-ene-1-carbaldehyde ClC1=CC=C(C=C1)C1=C(CCCC1)C=O